3-(methyl-1H-pyrazol-4-yl)quinoxalin CN1N=CC(=C1)C=1C=NC2=CC=CC=C2N1